2-(2,6-dioxapyridin-3-yl)isoindole-1,3-dione N1OC(C=CO1)N1C(C2=CC=CC=C2C1=O)=O